2-(((4-nitrophenoxy)(phenoxy)phosphoryl)amino)propanoic acid [N+](=O)([O-])C1=CC=C(OP(=O)(OC2=CC=CC=C2)NC(C(=O)O)C)C=C1